copper samarium lanthanum [La].[Sm].[Cu]